OC(CCCCC)(P(O)(=O)O)P(O)(=O)O 1-hydroxyhexane-1,1-diphosphonic acid